Cl[Ir](C1(C(=C(C(=C1C)C)C)C)C)(C1(C(=C(C(=C1C)C)C)C)C)(Cl)(Cl)Cl dichlorobis(pentamethyl-cyclopentadienyl)iridium dichloride